N,8,8,14,18,22,26-heptamethyl-N-(prop-2-yn-1-yl)-7,9,11-trioxa-8-silaheptacos-13-en-1-amine CN(CCCCCCO[Si](OCOCC=C(CCCC(CCCC(CCCC(C)C)C)C)C)(C)C)CC#C